[N+](=O)([O-])C(=CCCCCCCCC(=O)O)CCCCCCCC 10-nitro-octadec-9-enoic acid